C(C)N(CC)CC#C N,N-diethyl-propargylamine